O1CCN(CC1)C1=NC(=NC(=N1)N1CCSCC1)C=1C(=NC(=NC1)N)C(F)(F)F 5-(4-morpholino-6-thiomorpholino-1,3,5-triazin-2-yl)-4-(trifluoromethyl)pyrimidin-2-amine